C(=O)O.FC(CN1N=C(C(=C1)C1=CN=C2N1C=CN=C2NC2=CC(=C(C=C2)C(=O)N2CCC21CNC1)CC)C(F)(F)F)F (4-((3-(1-(2,2-difluoroethyl)-3-(trifluoromethyl)-1H-pyrazol-4-yl)imidazo[1,2-a]pyrazin-8-yl)amino)-2-ethylphenyl)(1,6-diazaspiro[3.3]heptan-1-yl)methanone formate